FC1=CC=C(C=C1)N1N=C(C(=C1)B1OC(C(O1)(C)C)(C)C)C 1-(4-fluorophenyl)-3-methyl-4-(4,4,5,5-tetramethyl-1,3,2-dioxaborolan-2-yl)pyrazole